BrC=1C=C2CN(C(C2=C(C1)P(=O)(C)C)=O)[C@@H](C)C1CC1 (S)-5-bromo-2-(1-cyclopropylethyl)-7-(dimethylphosphoryl)-isoindolin-1-one